BrC1=NN(C(=N1)NC1=CC(=C(C=C1)I)Cl)C 3-bromo-N-(3-chloro-4-iodophenyl)-1-methyl-1H-1,2,4-triazol-5-amine